1-benzyl-N-(4-carbamimidoylbenzyl)-1H-pyrazole-4-carboxamide acetate C(C)(=O)O.C(C1=CC=CC=C1)N1N=CC(=C1)C(=O)NCC1=CC=C(C=C1)C(N)=N